C12CCC(CC1)N2C=2N=C(C(=C(C(=O)N(C)C)C2)C=O)Cl 6-(7-Azabicyclo[2.2.1]heptan-7-yl)-2-chloro-3-formyl-N,N-dimethylisonicotinamide